FC1(CC(C1)C1=NN(C(=C1C)NC(=O)[C@@H]1C(C1)(F)F)C=1SC=CN1)F (R)-N-(3-(3,3-difluorocyclobut-yl)-4-methyl-1-(thiazol-2-yl)-1H-pyrazol-5-yl)-2,2-difluorocyclopropane-1-carboxamide